NC=1C=CC(=C(C1)C(C)=O)Br (5-amino-2-bromo-phenyl)ethanone